(E)-6-(6-(difluoromethoxy)pyridin-3-yl)-N'-((6-hydroxypyridin-2-yl)methylene)pyrazine-2-carbohydrazide tert-butyl-4-[4-(2,4-dioxohexahydropyrimidin-1-yl)phenyl]piperidine-1-carboxylate C(C)(C)(C)OC(=O)N1CCC(CC1)C1=CC=C(C=C1)N1C(NC(CC1)=O)=O.FC(OC1=CC=C(C=N1)C1=CN=CC(=N1)C(=O)N/N=C/C1=NC(=CC=C1)O)F